(R)-4-(3-(3-aminopiperidine-1-carbonyl)-1-(2-fluoro-4-(pyrrolidin-1-yl)phenyl)-1H-pyrazol-5-yl)benzonitrile N[C@H]1CN(CCC1)C(=O)C1=NN(C(=C1)C1=CC=C(C#N)C=C1)C1=C(C=C(C=C1)N1CCCC1)F